tert-Butyl 3-(2-((3-methoxyphenyl)amino)-2-phenylacetyl)-1-methyl-6,7-dihydro-1H-pyrazolo[4,3-c]pyridine-5(4H)-carboxylate COC=1C=C(C=CC1)NC(C(=O)C1=NN(C2=C1CN(CC2)C(=O)OC(C)(C)C)C)C2=CC=CC=C2